1,1,1-trifluoro-2-methylpropan-2-yl ((4-(5-(2-fluoropropan-2-yl)-1,2,4-oxadiazol-3-yl)bicyclo[2.2.2]octan-1-yl)methyl)(4-(4-isopropoxyphenyl)pyrimidin-2-yl)carbamate FC(C)(C)C1=NC(=NO1)C12CCC(CC1)(CC2)CN(C(OC(C(F)(F)F)(C)C)=O)C2=NC=CC(=N2)C2=CC=C(C=C2)OC(C)C